N-[5-(1-fluorocyclopropyl)-1H-pyrazol-3-yl]Formamide FC1(CC1)C1=CC(=NN1)NC=O